C(C1=C(C(=CC(=C1)C(CC(C)(C)C)(C)C)N1N=C2C(=N1)C=CC=C2)O)C2=C(C(=CC(=C2)C(CC(C)(C)C)(C)C)N2N=C1C(=N2)C=CC=C1)O 2,2'-methylenbis[4-(1,1,3,3-tetramethylbutyl)-6-(2H-benzotriazol-2-yl)-phenol]